NC(C#N)C=1C=NN2C1C(=CC=C2)C#C 2-amino-2-(4-ethynylpyrazolo[1,5-a]pyridin-3-yl)acetonitrile